1-Ethyl-N-[(3S)-9-fluoro-2-oxo-5-phenyl-1,3-dihydro-1,4-benzodiazepin-3-yl]-3-[2-fluoro-6-(propylamino)pyridin-3-yl]pyrazole-4-carboxamide C(C)N1N=C(C(=C1)C(=O)N[C@@H]1C(NC2=C(C(=N1)C1=CC=CC=C1)C=CC=C2F)=O)C=2C(=NC(=CC2)NCCC)F